tert-butyl N-[1-[4-(2,6-dioxo-3-piperidyl)phenyl]-4-piperidyl]-N-methyl-carbamate formic acid salt C(=O)O.O=C1NC(CCC1C1=CC=C(C=C1)N1CCC(CC1)N(C(OC(C)(C)C)=O)C)=O